FC1=CC=C(C=C1)C=1C=C2C(=NC=NC2=C(C1)OC1CCN(CC1)C)NCC=1N=NC(=CC1)C 6-(4-fluorophenyl)-8-[(1-methyl-4-piperidinyl)oxy]-N-[(6-methylpyridazin-3-yl)methyl]quinazolin-4-amine